6-tert-butyl-10-methoxy-2-oxo-9-[6-(1-pyrrolidinyl)pyridin-3-yl]-6,7-dihydro-2H-pyrido[2,1-a]isoquinoline-3-carboxylic acid C(C)(C)(C)C1N2C(C3=CC(=C(C=C3C1)C=1C=NC(=CC1)N1CCCC1)OC)=CC(C(=C2)C(=O)O)=O